[(2R,3S)-4,4,5,6-tetradeuterio-2-(2,5-difluorophenyl)-5-(4,6-dihydro-2H-pyrrolo[3,4-c]pyrazol-5-yl)-6-(trifluoromethyl)tetrahydropyran-3-yl]carbamate [2H]C1([C@@H]([C@H](OC(C1(N1CC2=NNC=C2C1)[2H])(C(F)(F)F)[2H])C1=C(C=CC(=C1)F)F)NC([O-])=O)[2H]